N-(2-Amino-3-fluoro-4-((4-hydroxybenzyl)amino)phenyl)-2,3-difluorooctanamid NC1=C(C=CC(=C1F)NCC1=CC=C(C=C1)O)NC(C(C(CCCCC)F)F)=O